tert-butyl (1H-pyrazol-3-yl)carbamate N1N=C(C=C1)NC(OC(C)(C)C)=O